CN1N=NC(=C1C1=CC2=C(C=N1)N=C(S2)N2C(=CC=C2C)C)C 6-(1,4-dimethyl-1H-1,2,3-triazol-5-yl)-2-(2,5-dimethyl-1H-pyrrol-1-yl)thiazolo[4,5-c]pyridine